Hydroxybutyrate Calcium Salt [Ca+2].OC(C(=O)[O-])CC.OC(C(=O)[O-])CC